tridecanon CC(CCCCCCCCCCC)=O